5-(5-fluoro-1H-pyrazol-4-yl)-2-(6-{[(3S,4R)-3-fluoro-2,2,6,6-tetramethylpiperidin-4-yl]oxy}pyridazin-3-yl)pyridin-3-ol ditrifluoroacetate FC(C(=O)O)(F)F.FC(C(=O)O)(F)F.FC1=C(C=NN1)C=1C=C(C(=NC1)C=1N=NC(=CC1)O[C@H]1[C@H](C(NC(C1)(C)C)(C)C)F)O